[Na].[Mg].[Pb] lead magnesium sodium